N-(3-(5-(PYRIMIDIN-4-YL)THIAZOL-4-YL)PHENYL)SULFONAMIDE N1=CN=C(C=C1)C1=C(N=CS1)C=1C=C(C=CC1)NS(=O)=O